tert-butyl ((5-bromo-1H-pyrrolo[3,2-b]pyridin-2-yl)methyl)(methyl)carbamate BrC1=CC=C2C(=N1)C=C(N2)CN(C(OC(C)(C)C)=O)C